(2R,8aS)-2-(2,3-dichloro-6-methoxyphenyl)-7-(hydroxymethyl)-hexahydro-1H-indolizin-5-one ClC1=C(C(=CC=C1Cl)OC)[C@H]1C[C@H]2CC(CC(N2C1)=O)CO